2-(3-(2,6-dioxopiperidin-3-yl)-1H-indazol-1-yl)-N-(pyridazin-3-yl)acetamide O=C1NC(CCC1C1=NN(C2=CC=CC=C12)CC(=O)NC=1N=NC=CC1)=O